NC1=C2N=CN(C2=NC=N1)[C@@H]1C([C@@H]([C@H]([C@@H]1F)O)CO[P@](=O)(OC1=CC=CC=C1)N[C@H](C)C(=O)OC(C)C)=C isopropyl ((S)-(((1R,3R,4R,5R)-3-(6-amino-9H-purin-9-yl)-4-fluoro-5-hydroxy-2-methylenecyclopentyl)methoxy)(phenoxy)phosphoryl)-D-alaninate